NC1=CC=C(C=C1)N1CCS(CC1)(=O)=O 4-(4-aminophenyl)thiomorpholin-1,1-dioxide